2-(4-Methoxyphenyl)-3-methyl-1-tosyl-1H-indole COC1=CC=C(C=C1)C=1N(C2=CC=CC=C2C1C)S(=O)(=O)C1=CC=C(C)C=C1